(cis)-benzyl 3,3-difluorooctahydro-1H-pyrrolo[3,2-c]pyridine-1-carboxylate hydrochloride Cl.FC1(CN([C@H]2[C@@H]1CNCC2)C(=O)OCC2=CC=CC=C2)F